ClC1OC2=C(OC1)C=CC=C2N2C(CNCC2)C 3-chloro-5-(2-methylpiperazin-1-yl)-2,3-dihydro-1,4-benzodioxine